3-(4-methylpiperazin-1-yl)-1-(4-(pyridin-2-ylmethyl)-3,4-dihydroquinoxaline-1(2H)-yl)propan-1-one CN1CCN(CC1)CCC(=O)N1CCN(C2=CC=CC=C12)CC1=NC=CC=C1